C1([C@@H](O)[C@H](O)[C@H](O)CO1)[C@@]1(C[C@H](O)[C@@H](CO)O1)N1C(=O)NC(=O)C(C)=C1 D-arabinosyl-thymidine